ClC1=NC(=NC(=C1OC)N1CCOCC1)NC1=NNC2=CC(=CC=C12)[C@@H]1C[C@@]12C=NC1=CC=C(C=C21)OC (1R,2S)-2-(3-{[4-chloro-5-methoxy-6-(morpholin-4-yl)pyrimidin-2-yl]amino}-1H-indazol-6-yl)-5'-methoxyspiro[cyclopropane-1,3'-indol]